Methyl (R)-4-(4-(3-(3,6-dibromo-9H-carbazol-9-yl)-2-hydroxypropyl)piperazin-1-yl)-4-oxobutanoate BrC=1C=CC=2N(C3=CC=C(C=C3C2C1)Br)C[C@@H](CN1CCN(CC1)C(CCC(=O)OC)=O)O